BrC1=CN=C(C(=N1)NCC1=CC=C(C=C1)C(F)(F)F)N 6-bromo-N2-(4-(trifluoromethyl)benzyl)pyrazine-2,3-diamine